carbon ruthenium-iron [Fe].[Ru].[C]